CC1=NC(=C(C(=C1C#N)C)C#N)C 2,4,6-trimethylpyridine-3,5-dinitrile